C(C=CCCCCCC)(=O)OC nonenoic acid, methyl ester